tert-butyl (3,9-diazaspiro[5.5]undecan-3-yl)carboxylate C1CN(CCC12CCNCC2)C(=O)OC(C)(C)C